5-((4-(2-(4-(3-((2-(2,6-dioxopiperidin-3-yl)-1,3-dioxoisoindoline-5-yl)amino)propoxy)phenyl)propan-2-yl)phenoxy)methyl)-1,2,4-oxadiazole-3-carboxamide O=C1NC(CCC1N1C(C2=CC=C(C=C2C1=O)NCCCOC1=CC=C(C=C1)C(C)(C)C1=CC=C(OCC2=NC(=NO2)C(=O)N)C=C1)=O)=O